N12CC=CC(NC1=O)C2 1,6-diaza-bicyclo[3.2.1]oct-3-en-7-one